FC(C1=CC2=C(SC(=C2)C(N[C@H](C(N2[C@@H](CCC2)C(=O)N2C[C@H](OCC2)C2=CC=CC=C2)=O)CCCC2=CC=CC=C2)=O)C=C1)(F)P(O)(O)=O (difluoro(2-(((S)-1-oxo-5-phenyl-1-((S)-2-((R)-2-phenylmorpholine-4-carbonyl)pyrrolidin-1-yl)pentan-2-yl)carbamoyl)benzo[b]thiophen-5-yl)methyl)phosphonic acid